N-[5-(2-cyano-7-methyl-6-oxo-1-propyl-6,7-dihydro-1H-purin-8-yl)-pyridin-2-yl]-3-methoxy-benzenesulfonamide C(#N)C=1N(C(C=2N(C(=NC2N1)C=1C=CC(=NC1)NS(=O)(=O)C1=CC(=CC=C1)OC)C)=O)CCC